4-((2-methoxypyridin-4-yl)amino)-7-fluoro-1H-indole-2-carboxylic acid COC1=NC=CC(=C1)NC1=C2C=C(NC2=C(C=C1)F)C(=O)O